(cis)-benzyl 3,3-difluoro-4-oxo-5-tritylhexahydropyrrolo[3,4-b]pyrrole-1(2H)-carboxylate FC1([C@H]2[C@@H](N(C1)C(=O)OCC1=CC=CC=C1)CN(C2=O)C(C2=CC=CC=C2)(C2=CC=CC=C2)C2=CC=CC=C2)F